2-{[(1S)-1-{4-[1-(4-Acryloylpiperazin-1-yl)propyl]phenyl}ethyl]amino}-8-ethylpyrido[2,3-d]pyrimidin-7(8H)-on C(C=C)(=O)N1CCN(CC1)C(CC)C1=CC=C(C=C1)[C@H](C)NC=1N=CC2=C(N1)N(C(C=C2)=O)CC